[2-(2,4-dichlorophenyl)-2-methoxy-1-methylethyl]-3-(difluoromethyl)-1-methyl-1H-pyrazole-4-carboxamide ClC1=C(C=CC(=C1)Cl)C(C(C)C1=C(C(=NN1C)C(F)F)C(=O)N)OC